8-{4-(trifluoromethyl)phenoxy}-5,6,7,8-tetrahydroisoquinoline FC(C1=CC=C(OC2CCCC=3C=CN=CC23)C=C1)(F)F